[I-].C[N+]12CC[NH+](CC1)CC2.[I-] 1-methyl-1,4-diazabicyclo[2.2.2]octane-1,4-diium iodide